CN(CC(=O)N([C@@H](C)C(=O)O)C1=CC=CC=C1)S(=O)(=O)C1=CC=C(C)C=C1 methyl-N-(p-toluenesulfonyl)glycylphenyl-alanine